ClC1=CC=C(C=N1)C(C=O)(C)C 2-(6-chloropyridin-3-yl)-2-methylpropanaldehyde